OC1=CC2=C(C=C(C(O2)=O)C(=O)O)C=C1C=1C=C(C=CC1)C 7-hydroxy-2-oxo-6-(m-tolyl)-2H-benzopyran-3-carboxylic acid